(S)-(6-(1-methyl-1H-pyrazol-4-yl)pyrazolo[1,5-a]pyridin-3-yl)(4-(4-methylpyrazolo[1,5-a]pyridin-2-yl)-6,7-dihydro-1H-imidazo[4,5-c]pyridin-5(4H)-yl)methanone CN1N=CC(=C1)C=1C=CC=2N(C1)N=CC2C(=O)N2[C@@H](C1=C(CC2)NC=N1)C1=NN2C(C(=CC=C2)C)=C1